(1R,3r)-3-((3r)-3-(1-(4-chloro-1-(1-(2,4-dichlorophenyl)ethyl-2,2,2-d3)-1H-benzo[d][1,2,3]triazol-6-yl)azetidin-3-yl)piperidin-1-yl)-1-methylcyclobutane-1-carboxylic acid ClC1=CC(=CC=2N(N=NC21)[C@H](C([2H])([2H])[2H])C2=C(C=C(C=C2)Cl)Cl)N2CC(C2)[C@@H]2CN(CCC2)C2CC(C2)(C(=O)O)C